tert-butyl ((4-((5-((3-(2-((tert-butyldimethylsilyl)oxy)ethyl)-3-methyl-2-oxoindolin-6-yl)ethynyl)-2,6-naphthyridin-3-yl)amino)phenyl)(isopropyl)(oxo)-λ6-sulfaneylidene)carbamate [Si](C)(C)(C(C)(C)C)OCCC1(C(NC2=CC(=CC=C12)C#CC1=C2C=C(N=CC2=CC=N1)NC1=CC=C(C=C1)S(=O)(C(C)C)=NC(OC(C)(C)C)=O)=O)C